ethyl 2-(5-(2-(dimethylamino)ethyl)-2-oxo-4-(trifluoromethyl)pyridin-1(2H)-yl)-5-methylhexanoate CN(CCC=1C(=CC(N(C1)C(C(=O)OCC)CCC(C)C)=O)C(F)(F)F)C